N-Acetyl-L-Valine CC(C)[C@@H](C(=O)O)NC(=O)C